OCC1=CC(=C2CNC(C2=C1)=O)C(F)(F)F 6-(hydroxymethyl)-4-(trifluoromethyl)isoindolin-1-one